P(=O)([O-])([O-])[O-].[Al+3].C(CC(C)CCC=C(C)C)[Zn]CCC(C)CCC=C(C)C di-citronellyl-zinc aluminum phosphate